NC1=NC(N(C=C1)[C@@H]1S[C@@]([C@H](C1)O)(CO)C#C)=O 4-amino-1-((2R,4S,5R)-5-ethynyl-4-hydroxy-5-(hydroxymethyl)tetrahydrothiophen-2-yl)pyrimidin-2(1H)-one